1-(3-((4-(4-((4-((3-(methylsulfonyl)benzyl)amino)-5-(trifluoromethyl)pyrimidin-2-yl)amino)phenyl)piperidin-1-yl)methyl)phenyl)dihydropyrimidine-2,4(1H,3H)-dione CS(=O)(=O)C=1C=C(CNC2=NC(=NC=C2C(F)(F)F)NC2=CC=C(C=C2)C2CCN(CC2)CC=2C=C(C=CC2)N2C(NC(CC2)=O)=O)C=CC1